7-bromo-1-oxido-1,5-naphthyridin-1-ium BrC1=CN=C2C=CC=[N+](C2=C1)[O-]